C(#C)C=1C=C(C=CC1)NC1=NC=NC2=CC=3OCCOCCOCCOC3C=C12 N-(3-ethynylphenyl)-2,5,8,11-tetraoxa-15,17-diazatricyclo[10.8.0.014,19]eicosa-1(12),13,15,17,19-pentaen-18-amine